C(C)(C)(C)C1=C(C=CC(=C1)C(C)(C)C)OC(C1=CC(=C(C(=C1)C(C)(C)C)O)C(C)(C)C)=O 3,5-Di-tert-butyl-4-hydroxybenzoic acid 2,4-Di-tert-butylphenyl ester